N-((S)-1-(2-(1-(6-bromopyrrolo[2,1-f][1,2,4]triazin-4-yl)-1,2,3,6-tetrahydropyridin-4-yl)pyrimidin-5-yl)-1-(4-fluorophenyl)ethyl)-2-methylpropane-2-sulfinamide BrC=1C=C2C(=NC=NN2C1)N1CCC(=CC1)C1=NC=C(C=N1)[C@](C)(C1=CC=C(C=C1)F)NS(=O)C(C)(C)C